N-(4-benzylthiazol-2-yl)-1-(3-(pyridin-3-yl)propyl)-1H-pyrrole-2-carboxamide C(C1=CC=CC=C1)C=1N=C(SC1)NC(=O)C=1N(C=CC1)CCCC=1C=NC=CC1